4-(3-methylpyridin-2-yl)-1-(pyridin-3-yl)-1H-pyrazole-3-carboxylic acid CC=1C(=NC=CC1)C=1C(=NN(C1)C=1C=NC=CC1)C(=O)O